FC(C1=NN=C(S1)C1=NC=C2N1C=C(N=C2N2CCN(CC2)CC(C)C)S(=O)(=O)N(C2(CC2)C)CC2=CC=C(C=C2)OC)F 3-(5-(difluoromethyl)-1,3,4-thiadiazol-2-yl)-8-(4-isobutylpiperazin-1-yl)-N-(4-methoxybenzyl)-N-(1-methylcyclopropyl)imidazo[1,5-a]pyrazine-6-sulphonamide